ClC1=C(OC=2C=CC(=C(C2)S(=O)(=O)NC2CC(C2)NC(=O)C2CC2)O)C(=CC(=C1)N1N=C(C(NC1=O)=O)C(F)F)Cl N-[3-[[5-[2,6-dichloro-4-[6-(difluoromethyl)-3,5-dioxo-1,2,4-triazin-2-yl]-phenoxy]-2-hydroxy-phenyl]-sulfonylamino]-cyclobutyl]-cyclopropanecarboxamide